sodium methyl mercaptan sodium [Na].CS.[Na]